ClC=1C=C(C=C(C1)OC)C=1SC=C(N1)COCCCCCCN1C[C@@H]([C@H]([C@@H]([C@H](C1)O)O)O)O (3S,4R,5R,6S)-1-(6-{[2-(3-chloro-5-methoxyphenyl)-1,3-thiazol-4-yl]methoxy}hexyl)-3,4,5,6-azepanetetrol